3-(1-oxo-5-(pyrrolidin-2-yl)isoindolin-2-yl)piperidine-2,6-dione O=C1N(CC2=CC(=CC=C12)C1NCCC1)C1C(NC(CC1)=O)=O